N1(C=CC=C1)C1=CC=NC=C1 4-(pyrrole-1-yl)pyridine